The molecule is a 3alpha-hydroxy steroid, a 7alpha-hydroxy steroid, a 24-hydroxy steroid and a hydroxy monocarboxylic acid. It has a role as a bile acid metabolite. It derives from a hydride of a 5beta-cholestane. C[C@H](CCC(C(C)C(=O)O)O)[C@H]1CC[C@@H]2[C@@]1(CC[C@H]3[C@H]2[C@@H](C[C@H]4[C@@]3(CC[C@H](C4)O)C)O)C